hexenyl-γ-glutamylcysteine C(=CCCCC)N[C@@H](CCC(=O)N[C@@H](CS)C(=O)O)C(=O)O